2,6-dimethylcyclohexylamine CC1C(C(CCC1)C)N